ClC=1NC(C=2C(N1)=NN(C2)C2=C(C=C(C=C2C)C2CC2)C)=O 6-Chloro-2-(4-cyclopropyl-2,6-dimethylphenyl)-2,5-dihydro-4H-pyrazolo[3,4-d]pyrimidin-4-one